BrC1=C(C=C2C(NC(C2=C1)=O)=O)C(=O)O 6-bromo-1,3-dioxo-2,3-dihydro-1H-isoindole-5-carboxylic acid